(2S)-3-(4-chlorophenyl)-2-[ethyl(9H-fluoren-9-yl-methoxycarbonyl)amino]propanoic acid ClC1=CC=C(C=C1)C[C@@H](C(=O)O)N(C(=O)OCC1C2=CC=CC=C2C=2C=CC=CC12)CC